OC[C@H](C[C@H]1C(NCC1)=O)NC(=O)[C@@H]1[C@H]2C([C@H]2CN1C(=O)C1(CCCC1)C1=CC=CC=C1)(C)C (1R,2S,5S)-N-((S)-1-hydroxy-3-((S)-2-oxopyrrolidin-3-yl)propan-2-yl)-6,6-dimethyl-3-(1-phenylcyclopentanecarbonyl)-3-azabicyclo[3.1.0]hexane-2-carboxamide